C1N(CC12CNCC2)C2=CC=C(N=N2)C2=C(C=C(C=C2)C=2C=NNC2)O 2-[6-(2,6-Diazaspiro[3.4]oct-2-yl)pyridazin-3-yl]-5-(1H-pyrazol-4-yl)phenol